[Li].C(CCC)CC(C)([Mg])CCCC dibutyl-(isopropyl)magnesium lithium